C1(CC1)C(=O)OCS(=O)(=O)NC(=O)C1(CC1)C1=CC=C(C=C1)N1CCC(CC1)C1=C(C(=NO1)C)NC(=O)O[C@H](C)C1=CC=CC=C1 [({[1-(4-{4-[3-methyl-4-({[(1R)-1-phenylethoxy] carbonyl}amino)-1,2-oxazol-5-yl]piperidin-1-yl}phenyl)cyclopropyl]formamido}sulfonyl)methyl] cyclopropane-1-carboxylate